C1(CCCCCC1)NC=1NC(/C(/N1)=C/C1=CC2=C(N=C(S2)C)C=C1)=O (4Z)-2-(cycloheptylamino)-4-[(2-methyl-1,3-benzothiazol-6-yl)methylene]-1H-imidazol-5-one